ClC1=CC=C(C=2C=C(SC21)C)C=2C=NN(C2)C2OCCCC2 4-(7-chloro-2-methyl-1-benzothiophen-4-yl)-1-(oxan-2-yl)pyrazole